di-tert-butyl (13-(2,2-dimethyl-4,15-dioxo-3,8,11-trioxa-5,14-diazaheptadecan-17-yl)-13-nitro-10,16-dioxo-3,6,20,23-tetraoxa-9,17-diazapentacosane-1,25-diyl)dicarbamate CC(C)(OC(NCCOCCOCCNC(CCC(CCC(NCCOCCOCCNC(OC(C)(C)C)=O)=O)(CCC(NCCOCCOCCNC(OC(C)(C)C)=O)=O)[N+](=O)[O-])=O)=O)C